OC1=CC=C(C=C1)C=1C(=C(C(=C(C1)CC)C1=CC=C(C=C1)O)C1=CC=C(C=C1)O)C(C)C tri(4-hydroxyphenyl)-1-ethyl-4-isopropylbenzene